N-(furan-2-ylmethyl)-5-(pyridin-3-ylsulfonyl)-3,4,5,6-tetrahydropyrrolo[3,4-c]pyrrole-2(1H)-carboxamide O1C(=CC=C1)CNC(=O)N1CC=2CN(CC2C1)S(=O)(=O)C=1C=NC=CC1